ClC1=NC2=CC(=C(C=C2C(=N1)N(C)C1CCN(CC1)C1CCCCCC1)OC)OC 2-chloro-N-(1-cycloheptylpiperidin-4-yl)-6,7-dimethoxy-N-methylquinazolin-4-amine